Arachidyl Glycol CCCCCCCCCCCCCCCCCCC(CO)O